C(C)(=O)[O-].[Cu+2].C1(=CC=CC=C1)P(CCCP(C1=CC=CC=C1)C1=CC=CC=C1)C1=CC=CC=C1.C(C)(=O)[O-] [1,3-bis(diphenylphosphino)propane] copper acetate